benzoic acid formate salt C(=O)O.C(C1=CC=CC=C1)(=O)O